C(C)NC1=NC2=CC(=C(C=C2C(=N1)N1CCCC1)O)O 2-(Ethylamino)-4-(pyrrolidin-1-yl)quinazoline-6,7-diol